FC(C1=NN(C(=C1)C(F)F)C1=NC(=CC=C1C(C)=O)Cl)F 1-[2-[3,5-bis(difluoromethyl)pyrazol-1-yl]-6-chloro-3-pyridinyl]ethanone